FC(C1=CC=C(C=C1)N1N=NC(=C1COC1=CC=C(N=N1)N1CC2N(C(C1)=O)CCN(C2)CC(F)(F)F)C)F 2-(6-((1-(4-(Difluoromethyl)phenyl)-4-methyl-1H-1,2,3-triazol-5-yl)methoxy)pyridazine-3-yl)-8-(2,2,2-trifluoroethyl)octahydro-4H-pyrazino[1,2-a]pyrazin-4-one